1-(4-{5-[4-Cyclopropyl-3-(trifluoromethyl)phenyl]-7-[{[1-(methoxymethyl)cyclopentyl]methyl}(methyl)amino]-1H-imidazo[4,5-b]pyridin-2-yl}phenyl)piperidin C1(CC1)C1=C(C=C(C=C1)C1=CC(=C2C(=N1)N=C(N2)C2=CC=C(C=C2)N2CCCCC2)N(C)CC2(CCCC2)COC)C(F)(F)F